C(C)N1N=C2CCC=3C=CC(=NC3C2=C1C(C)C)NC1=NC=C(C=C1)N1CCNCC1 8-ethyl-9-isopropyl-N-(5-(piperazin-1-yl)pyridin-2-yl)-6,8-dihydro-5H-pyrazolo[3,4-H]quinolin-2-amine